C1(=CC=CC2=CC=CC=C12)CCCS(=O)(=O)[O-] naphthalene-propane-sulfonate